2-(2-fluoro-6-((3-methoxyphenyl)sulfonyl)phenyl)-1,3-dioxolane FC1=C(C(=CC=C1)S(=O)(=O)C1=CC(=CC=C1)OC)C1OCCO1